C1C(=NC2=C(N1)N=C(NC2=O)N)COP(=O)(O)OP(=O)(O)O The molecule is a tetrahydropterin that is the O-diphospho derivative of 2-amino-4-oxo-6-hydroxymethyl-3,4,7,8-tetrahydropterin. It is a pterin phosphate and a tetrahydropterin. It contains a diphosphate group. It is a conjugate acid of a (7,8-dihydropterin-6-yl)methyl diphosphate(3-). It is a tautomer of a (2-amino-4-hydroxy-7,8-dihydropteridin-6-yl)methyl trihydrogen diphosphate.